N1(CCOCC1)C=1N=C(C2=C(N1)C=NC=C2)NCC(CC2=CC=CC=C2)N N1-(2-morpholin-4-yl-pyrido[3,4-d]pyrimidin-4-yl)-3-phenylpropane-1,2-diamine